(1-((tert-butyldimethylsilyl)oxy)-2-methylhex-2-yl)-2-chloropyrido[3,4-d]pyrimidin-4-amine [Si](C)(C)(C(C)(C)C)OCC(CCCC)(C)C1=CN=CC=2N=C(N=C(C21)N)Cl